(S)-N-(3-(3-bromophenyl)-1-(methylamino)-1-oxopropan-2-yl)-3-(4-chlorophenyl)-1H-pyrazole BrC=1C=C(C=CC1)C[C@@H](C(=O)NC)N1N=C(C=C1)C1=CC=C(C=C1)Cl